1-(4-(2-amino-5-(7-methoxy-1H-pyrazolo[3,4-c]pyridin-4-yl)pyridin-3-yl)phenyl)pyrrolidin-2-one NC1=NC=C(C=C1C1=CC=C(C=C1)N1C(CCC1)=O)C1=C2C(=C(N=C1)OC)NN=C2